4,6-Dioxoheptan O=C(CCC)CC(C)=O